2,2'-(1,2-ethenediyldi-4,1-phenylene)bisbenzoxazole C(=CC1=CC=C(C=C1)C=1OC2=C(N1)C=CC=C2)C2=CC=C(C=C2)C=2OC1=C(N2)C=CC=C1